2-[2-bromo-3-chloro-5-[[4-(1-ethylpropylamino)-5-methyl-pyrimidin-2-yl]amino]phenyl]propan-2-ol BrC1=C(C=C(C=C1Cl)NC1=NC=C(C(=N1)NC(CC)CC)C)C(C)(C)O